3,6-di(3,5-dimethylpyrazole-1-yl)-1,2-dihydro-1,2,4,5-tetrazine CC1=NN(C(=C1)C)C=1NNC(=NN1)N1N=C(C=C1C)C